N-(((4-methylquinazolin-2-yl)amino)((pyridin-4-ylmethyl)amino)methylene)acetamide CC1=NC(=NC2=CC=CC=C12)NC(=NC(C)=O)NCC1=CC=NC=C1